NC1=C(C(=NN1C1CCCC1)C1=CC=C(C=C1)Br)C#N amino-3-(4-bromophenyl)-1-cyclopentyl-pyrazole-4-carbonitrile